NC[C@H](CCCCNC(OCC1=CC=CC=C1)=O)NC(OC(C)(C)C)=O (S)-Benzyl tert-butyl (6-aminohexane-1,5-diyl)dicarbamate